C(CCCC)C1=NC2=C(N1C=1C=C(SC1)C#N)C=CC=C2 4-(2-pentyl-1H-benzo[d]imidazol-1-yl)thiophene-2-carbonitrile